bis(trifluoromethoxy)-biphenyl-diamine FC(OC=1C(=C(C(=C(C1)C1=CC=CC=C1)N)N)OC(F)(F)F)(F)F